((1s,4s)-4-(8-(3-chlorophenylamino)-2-(tetrahydro-2H-pyran-4-ylamino)-9H-purin-9-yl)cyclohexyl)methanol ClC=1C=C(C=CC1)NC=1N(C2=NC(=NC=C2N1)NC1CCOCC1)C1CCC(CC1)CO